ClC1=CC=C(N=N1)OC1=CC2=C(CN(C(O2)=O)CC=2C(=C(C=CC2)NC(OC(C)(C)C)=O)F)C=C1 tert-butyl (3-((7-((6-chloropyridazin-3-yl)oxy)-2-oxo-2H-benzo[e][1,3]oxazin-3(4H)-yl)methyl)-2-fluorophenyl)carbamate